2-(4-chloro-2-methoxy-6-methyl-phenyl)-1-methyl-5-[(3R)-1-methylpyrrolidin-3-yl]oxy-imidazo[4,5-b]pyrazine ClC1=CC(=C(C(=C1)C)C1=NC=2C(=NC=C(N2)O[C@H]2CN(CC2)C)N1C)OC